OC=1C=C(C=2OC3=CC(=C(C(=C3C(C2)=O)O)C2[C@H](O)[C@@H](O)[C@H](O)[C@H](O2)CO)O)C=CC1O 3',4',5,7-tetrahydroxy-6-C-glucopyranosyl-flavone